C(C\C=C/CCCCCC)ON(C(CCCCN(C)C)=O)C(CCCCCCC(=O)OCCC(CCCCCCC)CCCCCCC)CCCCCCCCCC 3-Heptyldecyl (Z)-8-(N-(dec-3-en-1-yloxy)-5-(dimethylamino)pentanamido)octadecanoate